C1(=CC=CC=C1)N([C@@H](C)C(=O)OP(=O)(O)O)OCC1=CC=CC=C1.N1=CC=C(C=C1)C(=O)CC(=O)C(F)(F)F 4-pyridineformyl-trifluoroacetone [PHENYL(BENZOXY-L-ALANINYL)]PHOSPHAT